N1N=CC(=C1)C#CC1=CC=CC=2N(CCOCC21)C2=NC=1N(C3=CC=CC(=C23)F)C(=NN1)C 6-((1H-pyrazol-4-yl)ethynyl)-1-(6-fluoro-1-methyl-[1,2,4]triazolo[4,3-a]quinazolin-5-yl)-1,2,3,5-tetrahydrobenzo[e][1,4]oxazepine